(E)-3-(3-Hydroxy-4-methoxyphenyl)-1-(2,4,6-trimethylphenyl)prop-2-en-1-one OC=1C=C(C=CC1OC)/C=C/C(=O)C1=C(C=C(C=C1C)C)C